2-phenyl-4,6-dihydroxyl-pyrimidine C1(=CC=CC=C1)C1=NC(=CC(=N1)O)O